1-(2-bromo-4,5-difluoro-phenyl)piperidin-4-ol BrC1=C(C=C(C(=C1)F)F)N1CCC(CC1)O